tetramethyl-cyclopentadienyl-t-butylamino-dimethyl-titanium dichloride [Cl-].[Cl-].CCC(C(C)(C)C)(C)N[Ti](C)(C)C1C=CC=C1